ClC1=C(CP(O)(=O)CC[C@H]2O[C@@H]([C@H]([C@H]([C@@H]2O)O)O)OC2=CC=C(C=C2)OC)C(=CC=C1)F (2-chloro-6-fluorobenzyl)(2-((2R,3S,4S,5S,6R)-3,4,5-trihydroxy-6-(4-methoxyphenoxy)tetrahydro-2H-pyran-2-yl)ethyl)phosphinic acid